N-[1-(7-ethylthieno[3,2-d]pyrimidin-4-yl)-4-piperidinyl]-3-(4-fluorophenyl)propylamine C(C)C1=CSC2=C1N=CN=C2N2CCC(CC2)NCCCC2=CC=C(C=C2)F